BrC1=C(C=CC(=C1)OC1=C(C(=C(C=C1)C1=NC2=C(N1)C=C(C=C2)C(NC(C)C)=N)F)F)C2=NC1=C(N2)C=C(C=C1)C(NC(C)C)=N 2-(2-Bromo-4-(2,3-difluoro-4-(6-(N-isopropylcarbamimidoyl)-1H-benzo[d]imidazol-2-yl)phenoxy)phenyl)-N-isopropyl-1H-benzo[d]imidazole-6-carboximidamide